(5S)-5-{[(3R,4S)-3,4-Difluoropyrrolidin-1-yl]carbonyl}-2-(2,4,5-trifluorobenzyl)-5,6,7,8-tetrahydro[1,2,4]triazolo[4,3-a]pyridin-3(2H)-on F[C@@H]1CN(C[C@@H]1F)C(=O)[C@@H]1CCCC=2N1C(N(N2)CC2=C(C=C(C(=C2)F)F)F)=O